(R)-(2-(benzofuran-3-yl)-1-(2-(spiro[chromane-3,1'-cyclopentane]-7-yl)acetamido)ethyl)boronic acid O1C=C(C2=C1C=CC=C2)C[C@H](NC(CC2=CC=C1CC3(CCCC3)COC1=C2)=O)B(O)O